O=S1(CC(CCC1)NC1=NC=C(C=2N=CN(C(C21)=O)C)C2=CC=C(C=C2)C(F)(F)F)=O 5-((1,1-dioxidotetrahydro-2H-thiopyran-3-yl)amino)-3-methyl-8-(4-(trifluoromethyl)phenyl)pyrido[4,3-d]pyrimidin-4(3H)-one